COCCCOC1=CC=2[C@@H]3N(N4C(C2C=C1OC(F)(F)F)=CC(C(=C4)C(=O)O)=O)C(CC3)(C)C (R)-12-(3-Methoxypropoxy)-3,3-dimethyl-8-oxo-11-(trifluoromethoxy)-2,3,8,13b-tetrahydro-1H-pyrido[2,1-a]pyrrolo[1,2-c]phthalazine-7-carboxylic acid